methyl (3-fluorocyclohexyl) sulfide FC1CC(CCC1)SC